(Z)-5-((1H-pyrrolo[2,3-b]pyridin-3-yl)methylene)-3-ethylimidazolidine-2,4-dione N1C=C(C=2C1=NC=CC2)\C=C/2\C(N(C(N2)=O)CC)=O